(2s,3r,4s,5r,6r)-2-(((2s,3s,4r)-2-(4-(5-(diheptylamino)pentyl)-1H-1,2,3-triazol-1-yl)-3,4-dihydroxyoctadecyl)oxy)-6-(hydroxymethyl)tetrahydro-2H-pyran-3,4,5-triol C(CCCCCC)N(CCCCCC=1N=NN(C1)[C@@H](CO[C@H]1O[C@@H]([C@@H]([C@@H]([C@H]1O)O)O)CO)[C@@H]([C@@H](CCCCCCCCCCCCCC)O)O)CCCCCCC